N-(4-(4-cyanopyridin-3-yl)-2-(4-((2-(2,6-dioxopiperidin-3-yl)-1,3-dioxoisoindolin-4-yl)glycyl)piperazin-1-yl)phenyl)-2-(2-fluoro-6-methoxyphenyl)pyrimidine-4-carboxamide C(#N)C1=C(C=NC=C1)C1=CC(=C(C=C1)NC(=O)C1=NC(=NC=C1)C1=C(C=CC=C1OC)F)N1CCN(CC1)C(CNC1=C2C(N(C(C2=CC=C1)=O)C1C(NC(CC1)=O)=O)=O)=O